4-(4,7-dimethyl-1,2,3,4-tetrahydro-naphthalen-1-yl)pentanoic acid CC1CCC(C2=CC(=CC=C12)C)C(CCC(=O)O)C